COC(C1=C(C=C(C(=C1)F)F)NC=1N=NC(=CC1)N1C=NC=C1)=O 2-(6-(1H-imidazol-1-yl)pyridazin-3-ylamino)-4,5-difluorobenzoic acid methyl ester